COC=1C2=C(C=C3CCN(CC13)C)OCO2 8-METHOXY-2-METHYL-6,7-METHYLENEDIOXY-1,2,3,4-TETRAHYDRO-ISOQUINOLIN